2-aminobutane NC(C)CC